4-((3-bromo-4-(trifluoromethyl)benzyl)amino)-4-methylpiperidine-1-carboxylic acid tert-butyl ester C(C)(C)(C)OC(=O)N1CCC(CC1)(C)NCC1=CC(=C(C=C1)C(F)(F)F)Br